OC1=CC=C2[C@@H]([C@@H](OCC2=C1)C1=CC=C(C=C1)C(F)(F)F)C1=CC=C(C=C1)N1CCC(CC1)CN1CCN(CC1)C=1C=C2CN(C(C2=CC1)=O)[C@@H]1C(NC(CC1)=O)=O (S)-3-(5-(4-((1-(4-((3R,4S)-7-hydroxy-3-(4-(trifluoromethyl)phenyl)isochroman-4-yl)phenyl)piperidin-4-yl)methyl)piperazin-1-yl)-1-oxoisoindolin-2-yl)piperidine-2,6-dione